C(C)(=O)N1\C(\C(C2=CC=CC=C12)=O)=C/C1=NC2=CC=C(C(=C2C=C1)C1=CC=CC2=CC=CC=C12)C(=O)N1CCOCC1 (Z)-1-acetyl-2-((6-(morpholine-4-carbonyl)-5-(naphthalen-1-yl)-quinolin-2-yl)-methylene)indolin-3-one